N,N'-Dibenzyliden-4,4'-methylen-bis(cyclohexylamin) C(C1=CC=CC=C1)=NC1CCC(CC1)CC1CCC(CC1)N=CC1=CC=CC=C1